5-((1-(6,7-Dihydro-5H-pyrrolo[1,2-a]imidazol-2-yl)-2-oxo-1,2-dihydropyridin-3-yl)amino)-N-((1R,2R)-2-methoxycyclobutyl)-7-(methylamino)pyrazolo[1,5-a]pyrimidine-3-carboxamide N1=C2N(C=C1N1C(C(=CC=C1)NC1=NC=3N(C(=C1)NC)N=CC3C(=O)N[C@H]3[C@@H](CC3)OC)=O)CCC2